tert-butyl (S)-4-(4-chloro-3-(4-methoxypyrimidin-2-yl)phenyl)-2,2-dimethyloxazolidine-3-carboxylate ClC1=C(C=C(C=C1)[C@@H]1N(C(OC1)(C)C)C(=O)OC(C)(C)C)C1=NC=CC(=N1)OC